tetraethylammonium asparagine salt N[C@@H](CC(N)=O)C(=O)[O-].C(C)[N+](CC)(CC)CC